NCC=1C=C(C=CC1)C=1C=C(C2=C(C(=C(O2)C)COC2=C(C=CC(=C2)OC)CC(=O)OCC)C1)NCC1CC1 ethyl 2-(2-((5-(3-(aminomethyl)phenyl)-7-((cyclopropylmethyl)amino)-2-methylbenzofuran-3-yl)methoxy)-4-methoxyphenyl)acetate